5-(N-(2-(2-(tert-Butoxycarbonyl)-2,7-diazaspiro[3.5]non-7-yl)benzyl)-N-phenethylsulfamoyl)-3-methylbenzofuran-2-carboxylic acid ethyl ester C(C)OC(=O)C=1OC2=C(C1C)C=C(C=C2)S(N(CCC2=CC=CC=C2)CC2=C(C=CC=C2)N2CCC1(CN(C1)C(=O)OC(C)(C)C)CC2)(=O)=O